4-((((2-carboxy-ethyl)thio)carbonothioyl)thio)-4-cyano-pentanoic acid C(=O)(O)CCSC(=S)SC(CCC(=O)O)(C)C#N